NC1=C(C=C(C=C1C(=O)N)C1=CC=C(C=C1)Cl)C1=CC=C(C=C1)NC(CO)=O 4'-amino-4-chloro-4''-(2-hydroxyacetamido)-[1,1':3',1''-terphenyl]-5'-carboxamide